1,3,6-trihydroxy-2-hydroxymethyl-9,10-anthraquinone OC1=C(C(=CC=2C(C3=CC(=CC=C3C(C12)=O)O)=O)O)CO